FC(OC1=C(C(=CC=C1)F)C1=C(C=NC(=C1)C)C(=O)NC1=NN=C(S1)OCC1=CC=C(C=N1)C(=O)OC)F methyl 6-(((5-(4-(2-(difluoromethoxy)-6-fluorophenyl)-6-methylpyridine-3-amido)-1,3,4-thiadiazol-2-yl)oxy)methyl)pyridine-3-carboxylate